FCCCCCN1N=CC2=CC=CC=C12 1-(5-Fluoropentyl)-1H-indazole